NC1=C2C(=NC=N1)N(N=C2C2=CC=C(C=C2)OC2=CC=CC=C2)[C@H]2CN(CCC2)C(CCCCSC2=C1CN(C(C1=CC=C2)=O)C2C(NC(CC2)=O)=O)=O 3-(4-((5-((R)-3-(4-amino-3-(4-phenoxyphenyl)-1H-pyrazolo[3,4-d]pyrimidin-1-yl)piperidin-1-yl)-5-oxopentyl)thio)-1-oxoisoindoline-2-yl)piperidine-2,6-dione